C(C)OC(=O)[C@H]1C2CCC([C@@H]1NC1=NC(=NN3C1=CC(=C3)C=3C=NN(C3)C)Cl)CC2 (1R,2S,3S,4R)-3-((2-chloro-6-(1-methyl-1H-pyrazol-4-yl)pyrrolo[2,1-f][1,2,4]triazin-4-yl)amino)bicyclo[2.2.2]octane-2-carboxylic acid ethyl ester